9-chloro-6-[[(3r,4r)-1-(4-chloro-2,6-difluorophenyl)-3,4-dihydroxypiperidin-4-yl]methoxy]-1,3,4,5-tetrahydro-1-benzazepin-2-one ClC1=CC=C(C=2CCCC(NC21)=O)OC[C@]2([C@@H](CN(CC2)C2=C(C=C(C=C2F)Cl)F)O)O